1-[3-(1-hydroxyethyl)-6-[5-[(6-methylpyridazin-3-yl)amino]benzimidazol-1-yl]-2-pyridinyl]-3-methyl-pyrrolidine-3-carbonitrile OC(C)C=1C(=NC(=CC1)N1C=NC2=C1C=CC(=C2)NC=2N=NC(=CC2)C)N2CC(CC2)(C#N)C